(E)-(2-((2-(4-acetamidophenyl)-hydrazineylidene)methyl)phenyl)boronic acid C(C)(=O)NC1=CC=C(C=C1)N\N=C\C1=C(C=CC=C1)B(O)O